FC(C1=NN=C(O1)C1=CC=2N(C=C1)C=C(N2)CN(C(=O)C2CN(C2)C(=O)N(C)C)C2=CC(=CC=C2)F)F N3-((7-(5-(difluoromethyl)-1,3,4-oxadiazol-2-yl)imidazo[1,2-a]pyridin-2-yl)methyl)-N3-(3-fluorophenyl)-N1,N1-dimethylazetidine-1,3-dicarboxamide